6-{[3,5-bis(trifluoromethyl)phenyl]methyl}-4-hydroxypyridazine-3(2H)-one FC(C=1C=C(C=C(C1)C(F)(F)F)CC=1C=C(C(NN1)=O)O)(F)F